FC1=CC=C(S1)CC[C@]1(CN(CC1)C(C)(C)C=1C=NC(=CC1)C)C(C)(C)NC(C)=O |o1:8| (S or R)-N-(2-(3-(2-(5-fluoro-thiophen-2-yl)ethyl)-1-(2-(6-methylpyridin-3-yl)propan-2-yl)pyrrolidin-3-yl)propan-2-yl)acetamide